1,8-dimethoxy-1,3,6,8-tetra-n-propoxy-2,7-dimethyl-4-octene COC(C(C(C=CC(C(C(OCCC)OC)C)OCCC)OCCC)C)OCCC